BrC=1C=C2N(N=CC(=C2NC[C@H]2N(CCC2)C(=O)OC(C)(C)C)C(N)=NC2=C(C=CC=C2)Cl)C1 tert-butyl (S)-2-[[[6-bromo-3-[N'-(2-chlorophenyl)carbamimidoyl]pyrrolo[1,2-b]pyridazin-4-yl]amino]methyl]pyrrolidine-1-carboxylate